6-chloro-3-(hydroxymethyl)-1H-indole-1-carboxylic acid tert-butyl ester C(C)(C)(C)OC(=O)N1C=C(C2=CC=C(C=C12)Cl)CO